FC(C1=NC=CC(=C1)N1C[C@@H](CC1)C=O)F (3R)-1-[2-(difluoromethyl)-4-pyridyl]pyrrolidin-3-ylmethanone